tri(diethylamino)(dimethylamino)phosphonium chloride [Cl-].C(C)N(CC)[P+](N(C)C)(N(CC)CC)N(CC)CC